tert-Butyl (5S,8R,11S)-8-(2-(tert-butoxy)-2-oxoethyl)-11-((3-methoxyphenyl)carbamoyl)-5-(naphthalen-2-ylmethyl)-3,6,9-trioxo-1-phenyl-2-oxa-4,7,10-triazatetradecan-14-oate C(C)(C)(C)OC(C[C@@H](NC([C@@H](NC(OCC1=CC=CC=C1)=O)CC1=CC2=CC=CC=C2C=C1)=O)C(N[C@@H](CCC(=O)OC(C)(C)C)C(NC1=CC(=CC=C1)OC)=O)=O)=O